C(C)(=O)N1CCC(CC1)C1=CC2=C(N=CN=C2N[C@H](C)C2=CC(=CC(=C2)C2(CNC2)F)C(F)F)N(C1=O)C 6-(1-Acetyl-4-Piperidyl)-4-[[(1R)-1-[3-(Difluoromethyl)-5-(3-Fluoroazetidin-3-yl)Phenyl]Ethyl]Amino]-8-Methyl-Pyrido[2,3-D]Pyrimidin-7-One